1-(2-(4-Methoxyphenyl)-2H-pyrazolo[4,3-c]pyridin-6-yl)-N,N-dimethylazetidine-3-sulfonamide COC1=CC=C(C=C1)N1N=C2C(C=NC(=C2)N2CC(C2)S(=O)(=O)N(C)C)=C1